FC1(CCN(CC1)CC1=CC=C(CSC2=C3CNC(C3=CC(=C2)F)=O)C=C1)F 4-((4-((4,4-difluoropiperidin-1-yl)methyl)benzyl)thio)-6-fluoro-1-oxoisoindoline